3,4',5,7-Tetrahydroxy-3',5'-dimethoxyflavylium OC=1C(=[O+]C2=CC(=CC(=C2C1)O)O)C1=CC(=C(C(=C1)OC)O)OC